3,5-dimethyl-2-aminobenzyl alcohol CC=1C(=C(CO)C=C(C1)C)N